6-(3,8-diazabicyclo[3.2.1]octan-8-yl)-2-(2,6-dioxopiperidin-3-yl)-4,5-difluoroisoindoline-1,3-dione C12CNCC(CC1)N2C2=C(C(=C1C(N(C(C1=C2)=O)C2C(NC(CC2)=O)=O)=O)F)F